FOF (fluoro)ether